FC1=CC=C2C(=C(OC(C2=C1)=O)C1=NC=CC=C1)/C(/C(=O)OCC)=C(/C)\O Ethyl (E)-2-(7-fluoro-1-oxo-3-(pyridin-2-yl)-1H-isochromen-4-yl)-3-hydroxybut-2-enoate